tert-Butyl 3-(4,7,8-trichloroquinolin-2-yl)acrylate ClC1=CC(=NC2=C(C(=CC=C12)Cl)Cl)C=CC(=O)OC(C)(C)C